CC1OC2CCCCC2C2CCC(OC[C@@H]3[C@@]4(CCCN3C1)NCCOC4)CC2 (1's,3R,16'S,19's)-9'-methyl-8',18'-dioxa-11'-azaspiro[morpholine-3,15'-tetracyclo[17.2.2.02,7.011,16]tricosane]